6-(cyclopropylformyl)-N-(methyl-d3)pyridazine-3-carboxamide methanesulfonate CS(=O)(=O)O.C1(CC1)C(=O)C1=CC=C(N=N1)C(=O)NC([2H])([2H])[2H]